C1(CC1)CNC(=O)C1=CC2=C(N(C(=N2)NC=2SC3=C(N2)C=CC(=C3)OC(F)(F)F)C)C=C1 1-Methyl-2-(6-trifluoromethoxy-benzothiazol-2-ylamino)-1H-benzoimidazole-5-carboxylic acid cyclopropylmethyl-amide